C1(=CC=CC=C1)N1N=C(C=C1N)C1=CC=C(C=C1)[Si](C)(C)C 1-phenyl-3-(4-(trimethylsilyl)phenyl)-1H-pyrazol-5-amine